(2R)-5-oxopyrrolidine-2-carboxylic acid methyl ester COC(=O)[C@@H]1NC(CC1)=O